Secbutylmagnesium chlorid C(C)(CC)[Mg]Cl